C(C)OC(=O)C1=C(C(=NN1C1OCCCC1)C)Br 4-bromo-3-methyl-1-(tetrahydro-2H-pyran-2-yl)-1H-pyrazole-5-carboxylic acid ethyl ester